2-[(2S)-1-[7-([[5-(benzyloxy)-3H-1,3-benzodiazol-2-yl]methyl]amino)-3-ethylpyrazolo[1,5-a]pyrimidin-5-yl]piperidin-2-yl]ethanol C(C1=CC=CC=C1)OC1=CC2=C(N=C(N2)CNC2=CC(=NC=3N2N=CC3CC)N3[C@@H](CCCC3)CCO)C=C1